3-(methacryloxymethyl)-3-ethyl-oxetane C(C(=C)C)(=O)OCC1(COC1)CC